C(=O)(O)C(CC=1C=C(C(=O)O)C=CC1)CCC(=O)NOC(=O)OCC 3-(2-Carboxy-5-(((ethoxycarbonyl)oxy)amino)-5-oxopentyl)benzoic acid